BrC1=C(C=CC=C1C(=O)OC)C[P+](C1=CC=CC=C1)(C1=CC=CC=C1)C1=CC=CC=C1 (2-Bromo-3-methoxycarbonyl-phenyl)methyl-triphenyl-phosphonium